C(C)S(=O)(=O)C=1C=C(C=NC1C=1C=C2C(=CN1)N(C=C2)CC(C(F)(F)F)(F)F)C2(CC2)C#N 1-[5-ethylsulfonyl-6-[1-(2,2,3,3,3-pentafluoropropyl)pyrrolo[2,3-c]pyridin-5-yl]-3-pyridyl]cyclopropane-carbonitrile